(1S,3S)-3-((2-methyl-6-(tributylstannyl)pyridin-3-yl)oxy)cyclohexane-1-carboxylic acid isopropyl ester C(C)(C)OC(=O)[C@@H]1C[C@H](CCC1)OC=1C(=NC(=CC1)[Sn](CCCC)(CCCC)CCCC)C